N1=C(C=CC=C1)C=1C=NC(=NC1)OCC=1SC=CN1 2-(((5-(pyridin-2-yl)pyrimidin-2-yl)oxy)methyl)thiazole